O=NC1=NC(N([C@]2([C@H](O)[C@H](O)[C@@H](C=O)O2)C(C)=O)C=C1F)=O dioxo-acetyl-5'-deoxy-5-fluorocytidine